NCC(CC[Si](OC)(OC)OC)(C)C 4-amino-3,3-dimethyl-butyl-trimethoxysilane